C1=CC=C2C=CC=3CCC=C4C=CC1=C2C34 7H-pyrene